diphenyl-(p-tolyl)bismuth dichloride C1(=CC=CC=C1)[Bi](C1=CC=C(C=C1)C)(C1=CC=CC=C1)(Cl)Cl